CN([C@@H](CNC(=O)NCCC1=CSC=C1)CC1=CC=CC=C1)C (R)-1-(2-(dimethylamino)-3-phenylpropyl)-3-(2-(thiophen-3-yl)ethyl)urea